C(#N)CC[C@@H]1NC(C2(C1)CCN(CC2)C(=O)OC(C)(C)C)=O tert-butyl (S)-3-(2-cyanoethyl)-1-oxo-2,8-diazaspiro[4.5]decane-8-carboxylate